2,6-dimethylphenylalanine CC1=C(C[C@H](N)C(=O)O)C(=CC=C1)C